CC1CCC2=CC(=C(C=C12)C=O)C 3,6-dimethyl-2,3-dihydro-1H-indene-5-carbaldehyde